N-(4-methyl-3-(2-morpholinopyridin-4-yl)phenyl)-5-(trifluoromethyl)pyridazine-3-carboxamide CC1=C(C=C(C=C1)NC(=O)C=1N=NC=C(C1)C(F)(F)F)C1=CC(=NC=C1)N1CCOCC1